2-((R)-3-methylmorpholin-4-yl)-8-[2-(tetrahydropyran-2-yl)-2H-pyrazol-3-yl]-[1,7]naphthyridine-4-carbonitrile C[C@H]1N(CCOC1)C1=NC2=C(N=CC=C2C(=C1)C#N)C=1N(N=CC1)C1OCCCC1